3-(5,7-Difluoro-6-((3-methyloxetan-3-yl)ethynyl)-4-oxo-1,4-dihydroquinolin-2-yl)-4-(methylsulfonyl)benzonitrile FC1=C2C(C=C(NC2=CC(=C1C#CC1(COC1)C)F)C=1C=C(C#N)C=CC1S(=O)(=O)C)=O